The molecule is a peptide zwitterion obtained by transfer of a proton from the carboxy to the amino terminus of Ala-Gln. It is a tautomer of an Ala-Gln. C[C@@H](C(=O)N[C@@H](CCC(=O)N)C(=O)[O-])[NH3+]